FC1=C(O[C@@H](C(=O)OC)C)C(=CC(=C1)F)[N+](=O)[O-] methyl (R)-2-(2,4-difluoro-6-nitrophenoxy)propanoate